C(#N)C1=C(C=C(C=C1)C1=C(C=NC=C1)C=1CCN(CC1)C(=O)OC(C)(C)C)C tert-Butyl 4-(4-cyano-3-methylphenyl)-3',6'-dihydro-[3,4'-bipyridine]-1'(2'H)-carboxylate